(3-[(3-PHENYLPROP-2-YN-1-YL)OXY]PHENYL)BORANEDIOL C1(=CC=CC=C1)C#CCOC=1C=C(C=CC1)B(O)O